(selenan-2-yl)tributylstannane [Se]1C(CCCC1)[Sn](CCCC)(CCCC)CCCC